C(#N)CC(=O)OCCCC butyl 2-cyanoacetate